BrC=1C(=CC2=C(CC(O2)C(=O)OCC)C1)O ethyl 5-bromo-6-hydroxy-2,3-dihydro-1-benzofuran-2-carboxylate